N1N=CC2=CC(=CC=C12)OCC(=O)NS(=O)(=O)C1=C(C=C(C=C1)C)C 2-((1H-Indazol-5-yl)oxy)N-((2,4-dimethylphenyl)sulfonyl)acetamide